tert-butyl ((5-(2-bromoacetyl)isochroman-1-yl)methyl)carbamate BrCC(=O)C1=C2CCOC(C2=CC=C1)CNC(OC(C)(C)C)=O